C(CCCCCC(C(=O)N)CC1=CC(=C(C(=C1)C(C)(C)C)O)C(C)(C)C)C(C(=O)N)CC1=CC(=C(C(=C1)C(C)(C)C)O)C(C)(C)C hexylenebis[3-(3,5-di-t-butyl-4-hydroxyphenyl)propionamide]